CC1CCC(N1C(=O)[O-])C(=O)[O-] 5-methylpyrrolidine-1,2-dicarboxylate